(2R,4R)-N-(5-(1-amino-1-(3-cyanophenyl)-3-cyclopropyl-propyl)-2-fluorophenyl)-4-hydroxypyrrolidine-2-carboxamide NC(CCC1CC1)(C1=CC(=CC=C1)C#N)C=1C=CC(=C(C1)NC(=O)[C@@H]1NC[C@@H](C1)O)F